2-[18F]fluoroethyl tosylate S(=O)(=O)(OCC[18F])C1=CC=C(C)C=C1